CN(CCN)CC N-methyl-aminobis-ethylamine